(R)-4-(5-chloro-3-(methylsulfonyl)-3H-imidazo[4,5-b]pyridin-7-yl)-3-methylmorpholine ClC1=CC(=C2C(=N1)N(C=N2)S(=O)(=O)C)N2[C@@H](COCC2)C